(2-(4-((2,6-dimethylmorpholino)methyl)piperidin-1-yl)-3-fluorophenyl)-N4,N4-dimethylbenzene-1,4-disulfonamide CC1OC(CN(C1)CC1CCN(CC1)C1=C(C=CC=C1F)C1=C(C=CC(=C1)S(=O)(=O)N(C)C)S(=O)(=O)N)C